C(CCCC=CCCCCCC)(=O)[O-].[Zn+2].C(CCCC=CCCCCCC)(=O)[O-] zinc 5-dodecenate